CN1C(C2=CC=3C(NC(C3C=C2C1=O)=O)=O)=O 2-Methylpyrrolo[3,4-f]isoindol-1,3,5,7(2H,6H)-tetraone